6-(2-chloro-4-fluoro-5-methoxy-phenyl)-3-(5-chloro-4-methyl-3-pyridyl)-1H-thieno[3,2-d]pyrimidine-2,4-dione ClC1=C(C=C(C(=C1)F)OC)C1=CC=2NC(N(C(C2S1)=O)C=1C=NC=C(C1C)Cl)=O